N-(2-chloro-6-methylphenyl)-2-((6-(4-((2-(2,6-dioxopiperidin-3-yl)-1,3-dioxoisoindolin-4-yl)glycyl)piperazin-1-yl)-2-methylpyrimidin-4-yl)amino)thiazole-5-carboxamide ClC1=C(C(=CC=C1)C)NC(=O)C1=CN=C(S1)NC1=NC(=NC(=C1)N1CCN(CC1)C(CNC1=C2C(N(C(C2=CC=C1)=O)C1C(NC(CC1)=O)=O)=O)=O)C